N[C@@H]1C(C(C2=CC=C(C(=C12)C(F)F)OC=1C=C(C#N)C=C(C1)F)(F)F)(F)F (S)-3-((3-amino-4-(difluoromethyl)-1,1,2,2-tetrafluoro-2,3-dihydro-1H-inden-5-yl)oxy)-5-fluorobenzonitrile